diethanol phthalate diacrylate C(C=C)(=O)O.C(C=C)(=O)O.C(C=1C(C(=O)O)=CC=CC1)(=O)O.C(C)O.C(C)O